NC(CC#CC=1C(=C(C(=CC1)O)N1CC(NS1(=O)=O)=O)F)=C 5-[3-(4-aminopent-4-en-1-ynyl)-2-fluoro-6-hydroxy-phenyl]-1,1-dioxo-1,2,5-thiadiazolidin-3-one